ethyl 2-bromo-2-(3-fluoro-2-methoxy-5-propylphenyl)acetate BrC(C(=O)OCC)C1=C(C(=CC(=C1)CCC)F)OC